(((1S)-1-carboxy-5-(2-((1r,4S)-4-((5-carboxypentanamido)methyl)cyclohexane-1-carboxamido)-3-(naphthalen-2-yl)propanamido)pentyl)carbamoyl)-L-glutamic acid C(=O)(O)[C@H](CCCCNC(C(CC1=CC2=CC=CC=C2C=C1)NC(=O)C1CCC(CC1)CNC(CCCCC(=O)O)=O)=O)NC(=O)N[C@@H](CCC(=O)O)C(=O)O